7,7-dimethyl-2-methylenenorbornane CC1(C2CC(C1CC2)=C)C